3,3'-((4-bromophenyl)-methylene)bis(6-bromo-1H-indole) BrC1=CC=C(C=C1)C(C1=CNC2=CC(=CC=C12)Br)C1=CNC2=CC(=CC=C12)Br